FC=1C=C(C=CC1)[C@H](CNC1(CC1)C)O (R)-1-(3-fluorophenyl)-2-((1-methylcyclopropyl)amino)ethan-1-ol